C(C)(=O)NC1=CC=C(C=C1)C=1N=NN(C1)[C@H](C(=O)N1[C@@H](C[C@H](C1)O)C(=O)NC)C(C)(C)C (2S,4r)-1-[(2S)-2-[4-(4-acetamidophenyl)triazol-1-yl]-3,3-dimethyl-butyryl]-4-hydroxy-N-methyl-pyrrolidine-2-carboxamide